3-methylimidazolium Acetate C(C)(=O)[O-].C[N+]1=CNC=C1